2-Aminocyclopentanol NC1C(CCC1)O